N[C@H](C)C=1OC2=CC=CC(=C2C(C1C1=CC(=CC=C1)F)=O)F (R)-2-(1-aminoethyl)-5-fluoro-3-(3-fluorophenyl)-4H-chromen-4-one